ClC1=NC=C(C(=C1)C1=C(C=NC(=C1)C)C(=O)NC=1SC2=C(N1)CN(C2)C(=O)N2CC(C2)OC(F)F)OC 2'-Chloro-N-(5-(3-(difluoromethoxy)azetidine-1-carbonyl)-5,6-dihydro-4H-pyrrolo[3,4-d]thiazol-2-yl)-5'-methoxy-6-methyl-[4,4'-bipyridine]-3-carboxamide